ClC(=C[C@@H]1C([C@@H]1C(=O)O[C@@H](C1=CC(=CC=C1)OC1=CC=CC=C1)C#N)(C)C)Cl (S)-α-cyano-3-phenoxybenzyl (1R)-cis-3-(2,2-dichlorovinyl)-2,2-dimethylcyclopropanecarboxylate